ClC1=C(C=CC(=C1)N1C=NC(=C1)C1=CC=C(C=C1)OC(F)(F)F)NC(=O)\N=C\1/SCC(N1C1=C(C=CC(=C1)C)COC)=O (Z)-1-(2-chloro-4-(4-(4-(trifluoromethoxy)phenyl)-1H-imidazol-1-yl)phenyl)-3-(3-(2-(methoxymethyl)-5-methylphenyl)-4-oxothiazolidin-2-ylidene)urea